tert-butyl((1-(2-chloro-6-formyl-7H-pyrrolo[2,3-d]pyrimidin-7-yl)cyclohexyl)methyl)carbamate C(C)(C)(C)OC(NCC1(CCCCC1)N1C(=CC2=C1N=C(N=C2)Cl)C=O)=O